2-dimethylamino-3-(2-mercapto-1H-imidazol-5-yl)propionic acid CN(C(C(=O)O)CC1=CN=C(N1)S)C